OC1=CC=C(C=C1)C(\C=C\C1=CC(=C(C=C1)OC)COC1=CC=C(C=C1)C1=CC=CC=C1)=O (E)-1-(4-Hydroxyphenyl)-3-[4-methoxy-3-[(4-phenylphenoxy)methyl]phenyl]prop-2-en-1-one